N1(CCCCCC1)CCCOC1=CC=C(C=C1)N1C(=NC2=CC=C(C=C2C1=O)S(F)(F)(F)(F)F)C 3-(4-(3-(azepan-1-yl)propoxy)phenyl)-2-methyl-6-(pentafluorosulfanyl)quinazolin-4(3H)-one